[N+](=O)([O-])C1=CC=C2C(C(=COC2=C1)C=O)=O 7-NITRO-4-OXO-4H-CHROMENE-3-CARBALDEHYDE